C(C)(C)(C)OC(=O)N1CCC(CC1)(C#N)CN1N=CC(=C1C(NC1=NC=C(C=C1C)C#CC1=CC=CC=C1)=O)Cl.N1(CCCCC1)C(C(=O)N)CC 2-(piperidin-1-yl)butanamide tert-butyl-4-((4-chloro-5-((3-methyl-5-(phenylethynyl)pyridin-2-yl)carbamoyl)-1H-pyrazol-1-yl)methyl)-4-cyanopiperidine-1-carboxylate